N~2~-[2-(1,1-dioxido-2,3-dihydro-1,4-benzothiazepin-4(5H)-yl)-6-methylquinolin-4-yl]glycinamide O=S1(CCN(CC2=C1C=CC=C2)C2=NC1=CC=C(C=C1C(=C2)NCC(=O)N)C)=O